C(C)(=O)C1=C(C=NN(C1=O)CC(=O)NC1=CC(=C(C=C1)C)S(N(C)C)(=O)=O)Cl 2-(5-acetyl-4-chloro-6-oxopyridazin-1(6H)-yl)-N-(3-(N,N-dimethylsulfamoyl)-4-methylphenyl)acetamide